C1(CCC(CC1)C(=O)Cl)C(=O)Cl cyclohexane-1,4-dicarboxylic acid chloride